O1CC(C1)N1CCN(CC1)C=1C=CC=2N(C1)N=CC2C=2SC(=C(N2)C=2C=NN(C2)CC(F)(F)F)C(C)O 1-[2-[6-[4-(oxetan-3-yl)piperazin-1-yl]pyrazolo[1,5-a]pyridin-3-yl]-4-[1-(2,2,2-trifluoroethyl)pyrazol-4-yl]-1,3-thiazol-5-yl]ethanol